6-[5-carboxypentyl(ethyl)amino]-1,1-dimethyl-3-oxo-2H-xanthene-4-sulfonate Sodium Salt [Na+].C(=O)(O)CCCCCN(C=1C=C2OC3=C(C(CC(C3=CC2=CC1)(C)C)=O)S(=O)(=O)[O-])CC